Allyl-tri(trimethylsilyl)silane C(C=C)[Si]([Si](C)(C)C)([Si](C)(C)C)[Si](C)(C)C